C(CCCC)C1=NC2=C(N1C=1C=C(SC1)C(=O)N)C=CC=C2 4-(2-pentyl-1H-benzo[d]imidazol-1-yl)thiophene-2-carboxamide